C(C)C1C(CC(C1)CC)=O 2,4-diethylcyclopentanone